COC1=C(C=CC=C1OC)OC1=C(C(=CC=C1)OC)OC 2,3-dimethoxyphenyl ether